O(C1=CC=CC=C1)P1(N(P(N(P(=NPN1)(OC1=CC=CC=C1)OC1=CC=CC=C1)OC1=CC=CC=C1)(OC1=CC=CC=C1)(OC1=CC=CC=C1)OC1=CC=CC=C1)OC1=CC=CC=C1)(OC1=CC=CC=C1)OC1=CC=CC=C1 decaphenoxycyclotetraphosphazene